butyl 6-(3-amino-5-(3-fluorophenyl)thiophene-2-carbonyl)-2,6-diazaspiro[3.3]heptane-2-carboxylate NC1=C(SC(=C1)C1=CC(=CC=C1)F)C(=O)N1CC2(CN(C2)C(=O)OCCCC)C1